((2R,6R)-4-(2-fluoro-4-methoxybenzoyl)-2,6-dimethylpiperazin-1-yl)(3-hydroxyphenyl)methanone FC1=C(C(=O)N2C[C@H](N([C@@H](C2)C)C(=O)C2=CC(=CC=C2)O)C)C=CC(=C1)OC